ClC=1C2=C(CC3=C(N1)C=CC(=C3)C)C=CC=C2 6-chloro-2-methyl-11H-dibenzo[b,e]azepine